COCCOC1=CC=2N(C=C1)C=CN2 7-(2-methoxy-ethoxy)-imidazo[1,2-a]pyridine